FC1=C(CC2=NC3=C(N2C[C@H]2OCC2)C=C(C=C3OCCOC)C(=O)OC)C=C(C(=C1)C1=NC(=CC=C1)O)F methyl (S)-2-(2,5-difluoro-4-(6-hydroxypyridin-2-yl)benzyl)-4-(2-methoxy ethoxy)-1-(oxetan-2-ylmethyl)-1H-benzo[d]imidazole-6-carboxylate